(3-methacryloxy-2-hydroxypropyloxy)propylbis(trimethylsiloxy)methylsilane C(C(=C)C)(=O)OCC(COCCC[SiH2]C(O[Si](C)(C)C)O[Si](C)(C)C)O